CC(CCCCC)=O n-heptaneOne